COCC(=O)C1=C(C=C(C=C1O)O)O 2-methoxy-1-(2,4,6-trihydroxyphenyl)ethan-1-one